BrC=1C=CC(=NC1)OC1C(C(C1)(F)F)(F)F 5-bromo-2-(2,2,3,3-tetrafluorocyclobutoxy)pyridine